C(#N)C1=CC2=C([N+](=CN2C(C)C)C(C)C)C=C1 5-cyano-1,3-diisopropylbenzimidazolium